3,6-bis(4-(bis(2-hydroxydodecyl)amino)butyl)piperazine-2,5-dione methyl-3-(trifluoromethyl)-5-vinyl-benzoate COC(C1=CC(=CC(=C1)C=C)C(F)(F)F)=O.OC(CN(CCCCC1C(NC(C(N1)=O)CCCCN(CC(CCCCCCCCCC)O)CC(CCCCCCCCCC)O)=O)CC(CCCCCCCCCC)O)CCCCCCCCCC